ClC1=CC(=NC(=C1O)Cl)C(=O)NC1=C(N=C(S1)C1=CC=CC=C1)C(NCC1=C(C=CC=C1)C(F)(F)F)=O 4,6-dichloro-5-hydroxy-N-[2-phenyl-4-({[2-(trifluoromethyl)phenyl]methyl}carbamoyl)-1,3-thiazol-5-yl]pyridine-2-carboxamide